CC(=O)N[C@@H]1[C@H]([C@@H]([C@H](OC1O)CO)O[C@H]2[C@@H]([C@H]([C@H]([C@H](O2)CO[C@]3(C[C@@H]([C@H]([C@@H](O3)[C@@H]([C@@H](CO)O)O)NC(=O)CO)O)C(=O)O)O)O)O)O The molecule is a linear amino trisaccharide comprising an N-glycoloyl-beta-neuraminyl residue (2->6)-linked to a beta-D-galactosyl residue, which is in turn linked (1->4) to N-acetyl-beta-D-glucosamine. It has a role as an epitope. It is a glucosamine oligosaccharide and an amino trisaccharide.